ClC1=C2C(=NC=C1C=1C=C3[C@@](C(NC3=CC1)=O)(C#N)C)NCC21CC1 (R)-5-(4'-chloro-1',2'-dihydrospiro[cyclopropane-1,3'-pyrrolo[2,3-b]pyridin]-5'-yl)-3-methyl-2-oxoindoline-3-carbonitrile